2-methyl-5-(3-(difluoromethoxy)phenyl)furan-3-carboxylic acid CC=1OC(=CC1C(=O)O)C1=CC(=CC=C1)OC(F)F